2-fluoro[1,1'-biphenyl] FC1=C(C=CC=C1)C1=CC=CC=C1